1-(1H-indol-4-yl)-3-(3-methyl-4-phenoxy-phenyl)urea N1C=CC2=C(C=CC=C12)NC(=O)NC1=CC(=C(C=C1)OC1=CC=CC=C1)C